CC1=CN=C(S1)C(C)OC=1C(=NC=C(C1)B1OC(C(O1)(C)C)(C)C)N 3-{[1-(5-methyl-1,3-thiazol-2-yl)ethyl]oxy}-5-(4,4,5,5-tetramethyl-1,3,2-dioxaborolan-2-yl)pyridin-2-amine